tert-butyl (2S,4R)-4-methoxy-2-[methoxy(methyl)carbamoyl]pyrrolidine-1-carboxylate CO[C@@H]1C[C@H](N(C1)C(=O)OC(C)(C)C)C(N(C)OC)=O